[O-]S(=O)(=O)C(F)(F)F.[O-]S(=O)(=O)C(F)(F)F.[Mn+2] manganese bis(triflate)